2-(1-(3,3-difluorocyclobutyl)-4-(4-fluorophenyl)-1H-imidazol-5-yl)-N-(5-(oxetan-3-yl)pyridin-2-yl)thiazole-4-carboxamide FC1(CC(C1)N1C=NC(=C1C=1SC=C(N1)C(=O)NC1=NC=C(C=C1)C1COC1)C1=CC=C(C=C1)F)F